2-ethyl-1,4-bis(n-dodecanoyloxy)naphthalene C(C)C1=C(C2=CC=CC=C2C(=C1)OC(CCCCCCCCCCC)=O)OC(CCCCCCCCCCC)=O